4-amino-N-(3-(3-aminoprop-1-yn-1-yl)-4-chlorophenyl)butanamide NCCCC(=O)NC1=CC(=C(C=C1)Cl)C#CCN